(R)-N-((3-Methoxythiophen-2-yl)methyl)-2-(9-(pyridin-2-yl)-6-oxaspiro[4.5]decan-9-yl)ethylamine COC1=C(SC=C1)CNCC[C@]1(CCOC2(CCCC2)C1)C1=NC=CC=C1